CC(C)(C(=O)NC1CCCCC1)N=NC(C)(C)C(=O)NC2CCCCC2 2,2'-Azobis(N-cyclohexyl-2-methylpropionamide)